O=C1NC=C(C2=CC=CC=C12)C(C)NC(=O)N (1-(1-oxo-1,2-dihydroisoquinolin-4-yl)ethyl)urea